4-((1R,5S)-3-(8-fluoro-7-(3-hydroxynaphthalen-1-yl)-2-(((S)-1-methylpyrrolidin-2-yl)methoxy)quinazolin-4-yl)-3,8-diazabicyclo[3.2.1]octan-8-yl)-4-oxobutanamide FC=1C(=CC=C2C(=NC(=NC12)OC[C@H]1N(CCC1)C)N1C[C@H]2CC[C@@H](C1)N2C(CCC(=O)N)=O)C2=CC(=CC1=CC=CC=C21)O